4-(4-(((1S,4S)-2-oxa-5-azabicyclo[2.2.1]heptane-5-yl)-7H-pyrrolo[2,3-d]pyrimidin-6-yl)phenyl)picolinamide [C@@H]12OC[C@@H](N(C1)C=1N=CC3=C(N1)NC(=C3)C3=CC=C(C=C3)C3=CC(=NC=C3)C(=O)N)C2